ClC=1C=C(C(=C(C#N)C1)OC([2H])([2H])[2H])[2H] 5-chloro-2-(methoxy-d3)benzonitrile-3-d